tert-butyl (2R,5S)-4-(7-bromo-8-fluoro-2-(((S)-1-methylpyrrolidin-2-yl)methoxy)-6-(trifluoromethyl)quinazolin-4-yl)-2,5-dimethylpiperazine-1-carboxylate BrC1=C(C=C2C(=NC(=NC2=C1F)OC[C@H]1N(CCC1)C)N1C[C@H](N(C[C@@H]1C)C(=O)OC(C)(C)C)C)C(F)(F)F